(2R)-1-(3-chloro-2,6-difluorobenzyl)-2-ethyl-4-((3-fluoro-6-((5-methyl-1H-pyrazol-3-yl)amino)pyridin-2-yl)methyl)piperidine-4-carboxylic acid ClC=1C(=C(CN2[C@@H](CC(CC2)(C(=O)O)CC2=NC(=CC=C2F)NC2=NNC(=C2)C)CC)C(=CC1)F)F